NC1=CC=C(C=C1)C1CCC(CC1)C(=O)OC(C)(C)C tert-butyl (1r,4r)-4-(4-aminophenyl)cyclohexane-1-carboxylate